C(C)(C)N1CC(CC1=O)NC(=O)NC1=CN=NC=C1 1-(1-isopropyl-5-oxopyrrolidin-3-yl)-3-pyridazin-4-ylurea